C1(CCCCC1)C(NC(=O)[C@H]1N(C[C@@H](C1)O)C([C@H](C(C)(C)C)N1N=NC(=C1)C1CC1)=O)C=1C=NC=CC1 (2S,4r)-N-[cyclohexyl-(3-pyridyl)methyl]-1-[(2S)-2-(4-cyclopropyltriazol-1-yl)-3,3-dimethyl-butyryl]-4-hydroxy-pyrrolidine-2-carboxamide